BrC=1C=C2C=CN(C(C2=C(C1)I)=O)CC1=CC(=C(C=C1)C)C 6-bromo-2-(3,4-dimethylbenzyl)-8-iodoisoquinolin-1(2H)-one